N-((R)-1-phenylethyl)-6-(2-(trifluoromethyl)pyrimidin-5-yl)-2,3,4,9-tetrahydro-1H-carbazol-1-amine C1(=CC=CC=C1)[C@@H](C)NC1CCCC=2C3=CC(=CC=C3NC12)C=1C=NC(=NC1)C(F)(F)F